OCC(C)(C)NC=1N=C(C(=NC1)C(=O)NC1=CC(=CC=C1)N1CCOCC1)N1CCC2(CC2)CC1 5-((1-hydroxy-2-methylpropan-2-yl)amino)-N-(3-morpholinophenyl)-3-(6-azaspiro[2.5]octan-6-yl)pyrazine-2-carboxamide